[NH4+].P(=O)(OCCN(CCCOC)C(CCC1=CC(=CC=C1)OCCCCCCCCCC)=O)(O)O 2-[{3-[3-(Decyloxy)phenyl]propanoyl}(3-methoxypropyl)amino]ethyl dihydrogen phosphate ammonium salt